Tungsten lanthanum hafnium [Hf].[La].[W]